5-bromo-N3-benzoyl-2',3',5'-tri-O-acetyluridine BrC=1C(N(C(N([C@H]2[C@H](OC(C)=O)[C@H](OC(C)=O)[C@@H](COC(C)=O)O2)C1)=O)C(C1=CC=CC=C1)=O)=O